methyl 2-bromo-2-(3-cyano-5-isopropyl-2-methoxyphenyl)acetate BrC(C(=O)OC)C1=C(C(=CC(=C1)C(C)C)C#N)OC